OC1CCCC1 1-hydroxycyclopentane